NC1=C(NCCCO)C=CC=C1 3-(2-aminoanilino)propan-1-ol